N-{5-[(2,5-Dioxopyrrolidin-1-yl)oxy]-5-oxopentanoyl}-L-valyl-N-{3-[{(1R)-1-[1-benzyl-4-(2,5-difluorophenyl)-1H-pyrrol-2-yl]-2,2-dimethylpropyl}(glycoloyl)amino]propyl}-L-alaninamide O=C1N(C(CC1)=O)OC(CCCC(=O)N[C@@H](C(C)C)C(=O)N[C@@H](C)C(=O)NCCCN(C(CO)=O)[C@H](C(C)(C)C)C=1N(C=C(C1)C1=C(C=CC(=C1)F)F)CC1=CC=CC=C1)=O